[OH-].[Fe+2].[Mn+2].[OH-].[OH-].[OH-] manganese (ii) iron hydroxide